4-((7-ethyl-8-oxo-9-(tetrahydro-2H-pyran-4-yl)-8,9-dihydro-7H-purin-2-yl)amino)-3-methylbenzonitrile C(C)N1C(N(C2=NC(=NC=C12)NC1=C(C=C(C#N)C=C1)C)C1CCOCC1)=O